N-benzyl-pyridin-2-amine C(C1=CC=CC=C1)NC1=NC=CC=C1